FC1=CC(=C2C(=NN(C2=C1)COCC[Si](C)(C)C)CCN1CCCC1)OC 6-fluoro-4-methoxy-3-(2-(pyrrolidin-1-yl)ethyl)-1-((2-(trimethylsilyl)ethoxy)methyl)-1H-indazole